FC1=CC=C(C=C1)C1=C(NC2=C(C=CC=C12)CCC)C(=O)O 3-(4-fluorophenyl)-7-propyl-1H-indole-2-carboxylic acid